(2-(4-methoxy-9H-carbazol-9-yl)ethyl)phosphonic acid COC1=CC=CC=2N(C3=CC=CC=C3C12)CCP(O)(O)=O